C1(=CC=CC=C1)C1=NC(=NC(=N1)C1=CC=CC=C1)C=1C=C(C=CC1)C1=CC(=CC=C1)C=1C=CC=2N(C3=CC=CC=C3C2C1)C1=CC=CC=C1 3-(3'-(4,6-diphenyl-1,3,5-triazin-2-yl)-[1,1'-biphenyl]-3-yl)-9-phenyl-9H-carbazole